C(C1=CC=CC=C1)O[C@H]1C(OC)O[C@@H]([C@H]1OCC1=CC=CC=C1)COC1=CC=C(C=C1)OC methyl 2,3-di-O-benzyl-5-O-(4-methoxyphenyl)-D-ribofuranoside